N-(2-fluoro-4-(piperidin-4-yloxy)phenyl)pivaloamide hydrochloride Cl.FC1=C(C=CC(=C1)OC1CCNCC1)NC(C(C)(C)C)=O